C1(CC1)CN1CC[C@]23CCN(CC[C@]2([C@H]1CC1=CC(=C(C=C13)O)OC)O)CCN1N=CC(=C1)C (5aS,6R,11bS)-14-(cyclopropylmethyl)-9-methoxy-3-(2-(4-methyl-1H-pyrazol-1-yl)ethyl)-2,3,4,5,6,7-hexahydro-6,11b-(epiminoethano)naphtho[1,2-d]azepine-5a,10(1H)-diol